N1(CCCCC1)C(=O)C1=NC=CC=C1 piperidin-1-yl(pyridin-2-yl)methanone